N-{1-[4-(1H-pyrazol-1-yl)phenyl]ethyl}acetamide N1(N=CC=C1)C1=CC=C(C=C1)C(C)NC(C)=O